(2S)-6-chloro-N-{3-[2-(4-chloro-3-fluorophenoxy)acetamido]bicyclo[1.1.1]pentan-1-yl}-4-(2-methylprop-2-en-1-yl)-3,4-dihydro-2H-1,4-benzoxazine-2-carboxamide ClC=1C=CC2=C(N(C[C@H](O2)C(=O)NC23CC(C2)(C3)NC(COC3=CC(=C(C=C3)Cl)F)=O)CC(=C)C)C1